COC1=C(CNC=2C(=NC=C(N2)C)C(=O)C23CC(C2)(C3)C(F)(F)F)C=CC(=C1)OC (3-((2,4-dimethoxybenzyl)amino)-5-methylpyrazin-2-yl)(3-(trifluoromethyl)bicyclo[1.1.1]pentan-1-yl)methanone